[1,1'-bi(cyclohexane)]-4-carboxylate C1(CCC(CC1)C(=O)[O-])C1CCCCC1